NCCCC1CC(CCC1)CCCN 3-[3-(3-aminopropyl)cyclohexyl]-1-propylamine